ClC1=NC=2C=C(C=CC2C2=C1COC2)CN(C(=O)C=2C=NC(=NC2)C2CC2)C2=C(C=C(C=C2)F)C#N N-({4-chloro-1H,3H-furo[3,4-c]quinolin-7-yl}methyl)-N-(2-cyano-4-fluorophenyl)-2-cyclopropylpyrimidine-5-carboxamide